The molecule is an anionic phospholipid obtained by deprotonation of the phosphate OH groups of 1-myristoyl-sn-glycerol 3-phosphate. It is an anionic phospholipid and a 1-acyl-sn-glycerol 3-phosphate(2-). It is a conjugate base of a 1-myristoyl-sn-glycerol 3-phosphate. CCCCCCCCCCCCCC(=O)OC[C@H](COP(=O)([O-])[O-])O